3-(4-fluorophenyl)-1-methyl-4-oxo-1,4-dihydropyridine-2-carboxylic acid FC1=CC=C(C=C1)C1=C(N(C=CC1=O)C)C(=O)O